N-(2-(1-(4-(2,4-dioxotetrahydropyrimidin-1(2H)-yl)benzyl)piperidin-4-yl)-6-methoxy-2H-indazol-5-yl)-6-(trifluoromethyl)nicotinamide O=C1N(CCC(N1)=O)C1=CC=C(CN2CCC(CC2)N2N=C3C=C(C(=CC3=C2)NC(C2=CN=C(C=C2)C(F)(F)F)=O)OC)C=C1